C(C)OC(=O)C12CN(CC2(C1)C)C1=C2C=CC=NC2=C(C=C1)C#N 3-(8-Cyanoquinolin-5-yl)-5-methyl-3-azabicyclo[3.1.0]hexane-1-carboxylic acid ethyl ester